N-(4-bromobenzyl)-1H-benzimidazol-2-amine BrC1=CC=C(CNC2=NC3=C(N2)C=CC=C3)C=C1